CC1(CCCC1)N methyl-1-aminocyclopentane